N=1N=CN(C1)CC1=CC=C(CC2=NOC(=C2)C=2C(=NC=CC2)N)C=C1 3-(3-(4-((4H-1,2,4-triazol-4-yl)methyl)benzyl)isoxazol-5-yl)pyridin-2-amine